1-(2-phenylpropan-2-yl)azetidin C1(=CC=CC=C1)C(C)(C)N1CCC1